N1C(=NC=C1)C(=O)[C@]1(NCCC2=CC=CC=C12)C1=CC=CC=C1 (1H-imidazol-2-ylcarbonyl)-(1S)-1-phenyl-1,2,3,4-tetrahydroisoquinoline